ClC1=C(C(=CC=C1)Cl)C=1N=C2C=3C=C(C=NC3C=CN2C1C(=O)N)C=1C=NC(=NC1)NC 2-(2,6-Dichlorophenyl)-9-(2-(methylamino)pyrimidin-5-yl)imidazo[2,1-f][1,6]naphthyridine-3-carboxamide